3-(3-cyclopropylphenyl)-1-ethyl-8-((tetrahydro-2H-pyran-4-yl)methyl)-1,3,8-triazaspiro[4.5]decane-2,4-dione formate C(=O)O.C1(CC1)C=1C=C(C=CC1)N1C(N(C2(C1=O)CCN(CC2)CC2CCOCC2)CC)=O